1,1-bis(4-hydroxyphenyl)heneicosane OC1=CC=C(C=C1)C(CCCCCCCCCCCCCCCCCCCC)C1=CC=C(C=C1)O